C(C#CC)[NH-] but-2-ynylamide